N=1N(N=CC1)C1=CC=C(C=C1)[C@@H](C(=O)NC=1C=C(C=CC1Cl)[C@@H](CC(=O)O)C1CC1)[C@H](C(F)(F)F)C (S)-3-(3-((2S,3R)-2-(4-(2H-1,2,3-triazol-2-yl)phenyl)-4,4,4-trifluoro-3-methylbutyrylamino)-4-chlorophenyl)-3-cyclopropylpropionic acid